N-(3-(Hydroxymethyl)-5-(trifluoromethyl)phenyl)-6-(pyrazolo[1,5-a]pyrazin-3-carbonyl)-4,5,6,7-tetrahydrothieno[2,3-c]pyridin-3-carboxamid OCC=1C=C(C=C(C1)C(F)(F)F)NC(=O)C1=CSC=2CN(CCC21)C(=O)C=2C=NN1C2C=NC=C1